S(=O)(=O)(O)O.S1C(CCC2=CC=CC=C12)=O thiochromanone sulfate